C(C(C)N)N 1,2-propane-diamine